3-(3-Methyl-5-(4-(methylamino)piperidin-1-yl)-2-oxo-2,3-dihydro-1H-benzo[d]imidazol-1-yl)piperidine-2,6-dione trifluoroacetate FC(C(=O)O)(F)F.CN1C(N(C2=C1C=C(C=C2)N2CCC(CC2)NC)C2C(NC(CC2)=O)=O)=O